C(CCCCCCCCC)OC(C=CCCCCCCCCCCCCCCC)=O octadecenoic acid decyl ester